N-(1-methoxypropan-2-ylidene)-2-methylpropane-2-sulfinamide COCC(C)=NS(=O)C(C)(C)C